β-benzyloxyaspartate C(C1=CC=CC=C1)OC([C@H](N)C(=O)[O-])C(=O)[O-]